2-(4-(pentyloxy)phenyl)-1H-benzo[d]imidazol-5-amine C(CCCC)OC1=CC=C(C=C1)C1=NC2=C(N1)C=CC(=C2)N